5-(2-{2-[4-(Propan-2-yloxy)chinolin-8-sulfonamido]phenyl}ethynyl)pyridin CC(C)OC1=CC=NC2=C(C=CC=C12)S(=O)(=O)NC1=C(C=CC=C1)C#CC=1C=CC=NC1